2-amino-1-hydroxy-8-(3-sulfopropoxy)-naphthalene-3-sulfonic acid NC1=C(C2=C(C=CC=C2C=C1S(=O)(=O)O)OCCCS(=O)(=O)O)O